OC=1C=C2CN(C(C2=CC1)=C=O)C1C(NC(CC1)=O)=O 3-(5-hydroxy-1-carbonylisoindol-2-yl)piperidine-2,6-dione